FC(CCOC=1OC=C(N1)C#N)(F)F 2-(3,3,3-trifluoropropoxy)oxazole-4-carbonitrile